OC1(CC1)C1CCN(CC1)C1=CC2=C(C[C@](O2)(C)CO)C=C1NC(=O)C=1C=NN2C1N=CC=C2 N-[(2R)-6-[4-(1-hydroxycyclopropyl)-1-piperidyl]-2-(hydroxymethyl)-2-methyl-3H-benzofuran-5-yl]pyrazolo[1,5-a]pyrimidine-3-carboxamide